O1CCCC=2C1=CN=CC2 3,4-dihydro-2H-pyrano[2,3-c]pyridine